CNCCNC(=O)C=1C=CC=2N(C1)C(=CN2)N2N=CC(=C2)C2=C(C=C(C(=C2)C(NC2CC2)=O)F)C 3-[4-(5-cyclopropylcarbamoyl-4-fluoro-2-methyl-phenyl)-pyrazol-1-yl]-imidazo[1,2-a]pyridine-6-carboxylic acid (2-methylamino-ethyl)-amide